CC(C)(C(=O)NCC=C)N=NC(C)(C)C(=O)NCC=C 2,2'-azobis[N-(2-propenyl)-2-methylpropionamide]